1-((8-((3'-(3-(3-hydroxypyrrolidin-1-yl)propoxy)-2,2'-dimethyl-[1,1'-biphenyl]-3-yl)amino)-1,7-naphthyridin-3-yl)methyl)piperidine-2-acetic acid OC1CN(CC1)CCCOC=1C(=C(C=CC1)C1=C(C(=CC=C1)NC=1N=CC=C2C=C(C=NC12)CN1C(CCCC1)CC(=O)O)C)C